6-((1R,5S,6r)-3-oxa-bicyclo[3.1.0]hexan-6-yl)-3-(difluoromethoxy)-2-(2-fluorobenzyl)-2H-pyrazolo[3,4-d]pyridazin-7(6H)-one [C@H]12COC[C@@H]2C1N1N=CC=2C(C1=O)=NN(C2OC(F)F)CC2=C(C=CC=C2)F